ClC1=C(C=C(C=C1F)C=1N=NN(C1)[C@@H]1[C@H]([C@@H](SC=2C=NC=CC2)O[C@@H]([C@@H]1O)CO)OC)F pyridin-3-yl 3-[4-(4-chloro-3,5-difluorophenyl)-1H-1,2,3-triazol-1-yl]-3-deoxy-2-O-methyl-1-thio-α-D-galactopyranoside